[C@@H]1([C@H](O)[C@H](O)[C@@H](CO)O1)N1C(=O)N=C(N)CC1 5,6-dihydrocytidine